C(C)(C)(C)OC(=O)N1CC(N(CC1)C1=CC=C2C(=CC(=NC2=C1F)C1=C(C=C(C=C1)S(=O)(=O)N1C[C@H](CC1)F)F)C)=O 4-(8-fluoro-2-{2-fluoro-4-[(3S)-3-fluoropyrrolidine-1-sulfonyl]phenyl}-4-methylquinolin-7-yl)-3-oxopiperazine-1-carboxylic acid tert-butyl ester